isocyanate compound with di-n-butylamine C(CCC)NCCCC.[N-]=C=O